1,2,4,5-tetrakis(pyridin-3-yl)benzene-methanol N1=CC(=CC=C1)C1(C(C=C(C(=C1)C=1C=NC=CC1)C=1C=NC=CC1)C=1C=NC=CC1)CO